N1=CC=C(C=C1)C1C(C2CCC1O2)C(=O)OC methyl 3-(pyridin-4-yl)-7-oxabicyclo[2.2.1]heptane-2-carboxylate